N1=C(C=NC=C1)CNC(=O)[C@H]1CN(CCC1)C(=O)OCC1=CC=CC=C1 (R)-Benzyl 3-((pyrazin-2-ylmethyl)carbamoyl)piperidine-1-carboxylate